4-((2-chlorothieno[3,2-d]pyrimidin-4-yl)amino)benzamide ClC=1N=C(C2=C(N1)C=CS2)NC2=CC=C(C(=O)N)C=C2